The molecule is a cresol with the methyl substituent at position 3. It is a minor urinary metabolite of toluene. It has a role as a human xenobiotic metabolite. CC1=CC(=CC=C1)O